3-[(Z)-2-(6-{[2-(dimethylamino)ethyl]amino}pyridin-3-yl)-2-fluorovinyl]-N-[(1S,2S)-2-hydroxycyclohexyl]-4-methylbenzamide CN(CCNC1=CC=C(C=N1)/C(=C/C=1C=C(C(=O)N[C@@H]2[C@H](CCCC2)O)C=CC1C)/F)C